(2R,4s)-1-[(2R)-2-(4-cyclopropyl-triazol-1-yl)-3,3-dimethyl-butyryl]-4-hydroxy-N-(1-oxazol-5-ylethyl)pyrrolidine-2-carboxamide C1(CC1)C=1N=NN(C1)[C@@H](C(=O)N1[C@H](C[C@@H](C1)O)C(=O)NC(C)C1=CN=CO1)C(C)(C)C